C1CC12CN(CC2)[C@H](C)C2=CC(=NC(=C2)C2CC2)C(=O)NC2=CC(=CC=C2)C2(COC2)[C@@H](C2=NN=CN2C)F 4-((R)-1-(5-azaspiro[2.4]heptan-5-yl)ethyl)-6-cyclopropyl-N-(3-(3-((S)-fluoro(4-methyl-4H-1,2,4-triazol-3-yl)methyl)oxetan-3-yl)phenyl)picolinamide